CS(=O)(=O)[O-].C(CC)[NH+]1CCCCC1 N-Propylpiperidinium methansulfonat